C(C)OC(C(CC1=CC=C(C=C1)OCCOCC)N1CCN(CCN(CCN(CC1)CC(OC(C)(C)C)=O)CC(OC(C)(C)C)=O)CC(=O)OC(C)(C)C)=O 3-[4-(2-ethoxyethoxy)phenyl]-2-[4,7,10-tris(2-t-butoxy-2-oxoethyl)-1,4,7,10-tetraazacyclododec-1-yl]propionic acid ethyl ester